C(#N)CCCCCCC[Sn](C)(C)C 7-cyanoheptyl-trimethyl-tin